C(#N)C=1C(=NOC1C1=CC(=C(C=C1)F)O)C(=O)OCC ethyl 4-cyano-5-(4-fluoro-3-hydroxyphenyl)isoxazole-3-carboxylate